benzyl 4-(5-carbamoyl-6-(4-phenoxyphenyl) pyridin-2-yl)-3-methoxypiperidine-1-carboxylate C(N)(=O)C=1C=CC(=NC1C1=CC=C(C=C1)OC1=CC=CC=C1)C1C(CN(CC1)C(=O)OCC1=CC=CC=C1)OC